FC=1C(=NC=C(C1)C1=NC(=NC(=C1)C)S(=O)(=O)CCC(C1=CC=CC=C1)OCC1=C(C=CC=C1)F)OCC=1C=C2C=NN(C2=CC1)C 5-((3-fluoro-5-(2-(3-(2-fluorobenzyloxy)-3-phenylpropylsulfonyl)-6-methylpyrimidin-4-yl)pyridin-2-yloxy)methyl)-1-methyl-1H-indazole